3,6-dichloro-4-phenylpyridazine ClC=1N=NC(=CC1C1=CC=CC=C1)Cl